6-[4'-(2-phenyl-6-quinolyl)biphenyl-4-yl]-2,4-diphenyl-1,3,5-triazine C1(=CC=CC=C1)C1=NC2=CC=C(C=C2C=C1)C1=CC=C(C=C1)C1=CC=C(C=C1)C1=NC(=NC(=N1)C1=CC=CC=C1)C1=CC=CC=C1